N-(4-methylphenyl)benzenesulfonamide CC1=CC=C(C=C1)NS(=O)(=O)C2=CC=CC=C2